NCCOCCOCCC(=O)NC1=C(C(=O)NC2=NC(=NS2)C)C=CC=C1 2-(3-(2-(2-aminoethoxy)ethoxy)propanamido)-N-(3-methyl-1,2,4-thiadiazol-5-yl)benzamide